4-(2-(2-amino-6-((4-aminophenyl)amino)-9H-purin-9-yl)acetylamino)-1-methyl-1H-pyrazole-3-acetamide NC1=NC(=C2N=CN(C2=N1)CC(=O)NC=1C(=NN(C1)C)CC(=O)N)NC1=CC=C(C=C1)N